2-(Benzyloxy)-5-methyl-4-(4,4,5,5-tetramethyl-1,3,2-dioxaborolan-2-yl)pyridine C(C1=CC=CC=C1)OC1=NC=C(C(=C1)B1OC(C(O1)(C)C)(C)C)C